Methyl-(S,E)-(7-(dimethylamino)-1-((1-((4-(2-methylprop-1-en-1-yl)-1H-imidazo[4,5-c]pyridin-2-yl)methyl)-2-oxo-1,2-dihydropyridin-3-yl)amino)-1,7-dioxohept-5-en-2-yl)carbamat COC(N[C@H](C(=O)NC=1C(N(C=CC1)CC=1NC2=C(C(=NC=C2)C=C(C)C)N1)=O)CC\C=C\C(=O)N(C)C)=O